2-(5-ethylidene-2-norbornenyl)ethyltrichlorosilane C(C)=C1C2C=C(C(C1)C2)CC[Si](Cl)(Cl)Cl